2-(1-chlorocyclopropyl)-1-(2-chlorophenyl)-3-hydrazinopropane-2-ol ClC1(CC1)C(CC1=C(C=CC=C1)Cl)(CNN)O